butylcyclopentylphosphinat C(CCC)P([O-])(=O)C1CCCC1